C(C(=C)C)(=O)O.S1SCC=C1 dithiol methacrylate